CN[C@H]1CN(CCC1)C(=O)OC(C)(C)C tert-butyl (R)-3-(methylamino)piperidine-1-carboxylate